2,4-dichloro-5-isopropoxyaniline ClC1=C(N)C=C(C(=C1)Cl)OC(C)C